ClC1=CC2=C(C=N1)C(=NN2)C2CC(C2)(F)F 6-chloro-3-(3,3-difluorocyclobutyl)-1H-pyrazolo[4,3-c]pyridine